(E)-4-((9-((4-Fluorobenzyl)oxy)-8-methoxy-2,2-dimethyl-7-(3-methylbut-2-en-1-yl)-6-oxo-2H,6H-pyrano[3,2-b]xanthen-5-yl)oxy)but-2-enoic acid FC1=CC=C(COC2=CC=3OC=4C=C5C(=C(C4C(C3C(=C2OC)CC=C(C)C)=O)OC/C=C/C(=O)O)C=CC(O5)(C)C)C=C1